3-(4-((8-(1,4-diazacycloheptan-1-yl)octyl)thio)-1-oxoisoindolin-2-yl)piperidine-2,6-dione N1(CCNCCC1)CCCCCCCCSC1=C2CN(C(C2=CC=C1)=O)C1C(NC(CC1)=O)=O